O[C@H](COC=1C=C(C=CC1)S(=O)(=O)C(CO)(C)C)CN[C@H]1COC2(C1)CCN(CC2)S(=O)(=O)C=2C=NC1=CC=CC=C1C2 2-(3-((S)-2-hydroxy-3-((R)-8-(quinolin-3-ylsulfonyl)-1-oxa-8-azaspiro[4.5]decan-3-ylamino)propoxy)benzenesulfonyl)-2-methylpropan-1-ol